3-(((2S)-4-(3-fluoro-5-isobutyl-2-(1H-1,2,3,4-tetrazol-5-yl)phenyl)-2-methyl-1,2,3,6-tetrahydropyridin-1-yl)methyl)pyridazine tert-butyl-N-[3-(3-amino-5-chloro-phenyl)propyl]carbamate C(C)(C)(C)OC(NCCCC1=CC(=CC(=C1)Cl)N)=O.FC=1C(=C(C=C(C1)CC(C)C)C=1C[C@@H](N(CC1)CC=1N=NC=CC1)C)C1=NN=NN1